C[Si](C)(C)C1=C([SiH2]1)[Si](C)(C)C Bistrimethylsilyl-siliren